N(CC=1C(=NN(C1C1=CC=CC=C1)C1=CC=C(C=C1)Cl)NS(=O)(=O)C1=CC=C(C=C1)C(F)(F)F)CC=1C(=NN(C1C1=CC=CC=C1)C1=CC=C(C=C1)Cl)NS(=O)(=O)C1=CC=C(C=C1)C(F)(F)F N,N'-((azanediylbis(methylene))bis(1-(4-chlorophenyl)-5-phenyl-1H-pyrazole-4,3-diyl))bis(4-(trifluoromethyl)benzenesulfonamide)